N-(3-chloro-2-methylphenyl)-5-({[2-(trifluoromethyl)phenyl]carbonyl}amino)-2,3-dihydro-1-benzofuran-7-carboxamide ClC=1C(=C(C=CC1)NC(=O)C1=CC(=CC=2CCOC21)NC(=O)C2=C(C=CC=C2)C(F)(F)F)C